N1=CC=CC2=CC(=CC=C12)NC(CC(=O)NC=1C=C2C=CC=NC2=CC1)=O N,N'-bis(6-quinolyl)malonamide